2-((S)-2-((S)-2-(methylamino)propionamido)-2-(tetrahydro-2H-pyran-4-yl)acetyl)-1,2,3,4-tetrahydroisoquinoline-3-carboxamide trihydrochloride Cl.Cl.Cl.CN[C@H](C(=O)N[C@H](C(=O)N1CC2=CC=CC=C2CC1C(=O)N)C1CCOCC1)C